N-((3-methoxyphenyl)(methyl)(oxo)-λ6-sulfaneylidene)-2-(4-(5-(trifluoromethyl)-1,2,4-oxadiazol-3-yl)phenyl)acetamide COC=1C=C(C=CC1)S(=NC(CC1=CC=C(C=C1)C1=NOC(=N1)C(F)(F)F)=O)(=O)C